FC=1C(=C(C=CC1F)[C@H]1[C@@H](O[C@@]([C@H]1C)(C(F)(F)F)C)C(=O)NC1=CC([N+](C=C1)=O)C(=O)N)O 4-[[(2R,3S,4S,5S)-3-(3,4-difluoro-2-hydroxy-phenyl)-4,5-dimethyl-5-(trifluoromethyl)tetrahydrofuran-2-carbonyl]amino]-1-oxo-pyridin-1-ium-2-carboxamide